(1R,4R)-6'-(benzyloxy)-4-(3-chloroanilino)-2'-{(2R)-3-[(4-methoxyphenyl)methoxy]-2-methylpropyl}spiro[cyclohexane-1,1'-indene]-4-carboxylic acid methyl ester COC(=O)C1(CCC2(C(=CC3=CC=C(C=C23)OCC2=CC=CC=C2)C[C@H](COCC2=CC=C(C=C2)OC)C)CC1)NC1=CC(=CC=C1)Cl